NC1CCC(CC1)CNC=1C=C(C=CC1)C1=NNC(O1)=O 5-[3-({[(1R,4r)-4-aminocyclohexyl]methyl}amino)phenyl]-1,3,4-oxadiazol-2(3H)-one